C(C)C(COC=1C(C(=O)[O-])=CC=CC1)CCCC 2-Ethyl-hexyl-salicylate